BrC=1C=C2C=C(C(=NC2=CC1)OC)C(=O)OC methyl 6-bromo-2-methoxyquinoline-3-carboxylate